4-(2-Amino-2-methylpropanoyl)-N-(1-(4-(2-((6-aminospiro[3.3]heptan-2-yl)(isopropyl)amino)propyl)phenyl)-2-oxo-1,2-dihydropyrimidin-4-yl)piperazine-1-carboxamide Hydrochloride Salt Cl.NC(C(=O)N1CCN(CC1)C(=O)NC1=NC(N(C=C1)C1=CC=C(C=C1)CC(C)N(C(C)C)C1CC2(C1)CC(C2)N)=O)(C)C